P(=O)(O)(O)OC=1C(=O)O[C@@H](C1O)[C@@H](O)CO ascorbic acid 2-Phosphate